4-(3-cyano-6-(2-hydroxy-2-methylpropyloxy)pyrazolo[1,5-a]pyridin-4-yl)-N-(1-(6-(4-fluoro-1H-pyrazol-1-yl)pyridin-3-yl)ethyl)-1H-pyrazole-1-carboxamide hydrochloride Cl.C(#N)C=1C=NN2C1C(=CC(=C2)OCC(C)(C)O)C=2C=NN(C2)C(=O)NC(C)C=2C=NC(=CC2)N2N=CC(=C2)F